1-iodo-2-(2-methoxyethoxy)ethane TriacetoxyBorohydride C(C)(=O)O[BH-](OC(C)=O)OC(C)=O.ICCOCCOC